(1R,4R)-5-(4-(2-(2-Aminopyridin-3-yl)-5-phenyl-3H-imidazo[4,5-b]pyridin-3-yl)benzyl)-2,5-diazabicyclo[2.2.1]heptane-2-carbonitrile NC1=NC=CC=C1C1=NC=2C(=NC(=CC2)C2=CC=CC=C2)N1C1=CC=C(CN2[C@H]3CN([C@@H](C2)C3)C#N)C=C1